CP(=O)(C)C1=CC=CC=N1 6-(dimethylphosphoryl)pyridine